methyl 2-(7-fluoro-1,1,3-trioxo-4H-1lambda6,2,4-benzothiadiazin-2-yl)acetate FC1=CC2=C(NC(N(S2(=O)=O)CC(=O)OC)=O)C=C1